(3S)-3-(azetidin-1-yl)piperidine-1-carboxylic acid tert-butyl ester C(C)(C)(C)OC(=O)N1C[C@H](CCC1)N1CCC1